(R)-N-(3-(1-(4-methyl-4H-1,2,4-triazol-3-yl)propan-2-yl)phenyl)-2,3-dihydro-1H-pyrrolo[2,3-b]pyridine-1-carboxamide CN1C(=NN=C1)C[C@@H](C)C=1C=C(C=CC1)NC(=O)N1CCC=2C1=NC=CC2